2-(3',5,5'-tri-t-butyl-[1,1'-biphenyl]-3-yl)-4,4,5,5-tetramethyl-1,3,2-dioxaborolane C(C)(C)(C)C=1C=C(C=C(C1)C(C)(C)C)C1=CC(=CC(=C1)C(C)(C)C)B1OC(C(O1)(C)C)(C)C